FC(C(=O)O)(F)F.NCC1(CCN(CC1)C1=C(C(=C(C(=N1)SC(C(=O)N)C1=CC=CC=C1)C#N)CC)C#N)O 2-((6-(4-(Aminomethyl)-4-hydroxypiperidin-1-yl)-3,5-dicyano-4-ethylpyridin-2-yl)thio)-2-phenylacetamide, trifluoroacetic acid salt